C(C)SC1=C(C=CC=C1)C(C(=O)N)CC(C1=CN(C2=CC=CC=C12)C)C1=CN(C2=CC=CC=C12)C (2-(ethylsulfanyl)phenyl)-4,4-bis(1-methyl-1H-indol-3-yl)butyramide